C(C)(C)(C)N([C@@H](CCCCN)C(=O)N[C@@H](CCCCN)C(=O)O)C(CCCN)=O.FC1=C(C(=CC(=C1)OC)F)[C@H]1[C@@H](C(NC1)=O)NC=1OC(=NN1)C1C(C1)C1=CC(=CC(=C1)F)F (3s,4r)-4-(2,6-difluoro-4-methoxyphenyl)-3-({5-[2-(3,5-difluorophenyl)cyclopropyl]-1,3,4-oxadiazol-2-yl}amino)pyrrolidin-2-one tert-butyl-(4-aminobutanoyl)-L-lysyl-L-lysinate